C(C)(C)(C)OC(=O)N1CC2(C1)OC(N(C2)CC2=NC(=CN=C2)C2=CC(=C(C=C2)Cl)OC(F)F)=O.ClC2=NC(=C(C(=C2N2CCOCC2)Cl)C)C 4-(2,4-dichloro-5,6-dimethyl-3-pyridinyl)morpholine tert-butyl-7-((6-(4-chloro-3-(difluoromethoxy)phenyl)pyrazin-2-yl)methyl)-6-oxo-5-oxa-2,7-diazaspiro[3.4]octane-2-carboxylate